OCC(CNC(OCC1=C(C=C(C(=C1)OC)OC)[N+](=O)[O-])=O)(C)CO 4,5-dimethoxy-2-nitrobenzyl (3-hydroxy-2-(hydroxymethyl)-2-methylpropyl)-carbamate